N1(C=NC=C1)CCC[C@H](N(C(OCC1C2=CC=CC=C2C=2C=CC=CC12)=O)C)C(N[C@H](C(N[C@H](C(=O)O)CCCC)=O)CC=1C=NC=CC1)=O (5S,8S,11S)-5-(3-(1H-imidazol-1-yl)propyl)-11-butyl-1-(9H-fluoren-9-yl)-4-methyl-3,6,9-trioxo-8-(pyridin-3-ylmethyl)-2-oxa-4,7,10-triazadodecan-12-oic acid